Potassium 4-nitrophenyl sulfate S(=O)(=O)(OC1=CC=C(C=C1)[N+](=O)[O-])[O-].[K+]